CC1(CCNCC1)C(NC=1C=NC=CC1)=N 4-methyl-N-(pyridin-3-yl)piperidine-4-carboximidamide